C(#N)/C(/C(=O)NC1=CC=C(C=C1)S(=O)(=O)C1=CC=C(C=C1)C#N)=C(\C=1C=NOC1C)/O (Z)-2-Cyano-N-(4-((4-cyanophenyl)sulfonyl)phenyl)-3-hydroxy-3-(5-methylisoxazol-4-yl)acrylamide